3-amino-6-(4-(aminomethyl)phenyl)-N-(4-morpholinopyridin-3-yl)pyrazine-2-carboxamide NC=1C(=NC(=CN1)C1=CC=C(C=C1)CN)C(=O)NC=1C=NC=CC1N1CCOCC1